CN1CCC(CC1)OC=1C=CC(=NC1)C=1N=C(SC1)NC1=NC=CC=C1C 4-(5-(1-methylpiperidin-4-yloxy)pyridin-2-yl)-N-(3-methylpyridin-2-yl)thiazol-2-amine